OC1=C(C=CC=C1)N(CCN)C1=C(C=CC=C1)O N,N-di(2-hydroxyphenyl)ethylenediamine